OC=1C(=C(C(=O)N2CCN(CC2)C(COC2=CC(=C(C=C2)[N+](=O)[O-])C)=O)C=CC1)OC 1-[4-(3-hydroxy-2-methoxybenzoyl)piperazin-1-yl]-2-(3-methyl-4-nitrophenoxy)ethanone